ClC=1C=C2C(=NC(=NC2=C(C1C1=C2C=NNC2=CC=C1C)OC1CC1)OC[C@H]1N(CCC1)C)N1C[C@@H](NCC1)CC#N 2-((2S)-4-(6-chloro-8-cyclopropoxy-7-(5-methyl-1H-indazol-4-yl)-2-((((S)-1-methylpyrrolidin-2-yl))methoxy)quinazolin-4-yl)piperazin-2-yl)acetonitrile